NC1=NC=C(C(=O)NCC=2N=COC2)C(=C1)NC(C)C 6-amino-4-(isopropylamino)-N-(oxazol-4-ylmethyl)nicotinamide